6-bromo-9-phenyl-9H-3,9'-bicarbazole BrC=1C=C2C=3C=C(C=CC3N(C2=CC1)C1=CC=CC=C1)N1C2=CC=CC=C2C=2C=CC=CC12